4,5-dimethyl-nicotinamide CC1=C(C=NC=C1C(=O)N)C